tert-butyl N-[2-amino-4-(4-methyl-2-thienyl)phenyl]carbamate NC1=C(C=CC(=C1)C=1SC=C(C1)C)NC(OC(C)(C)C)=O